ClC1=C(C(=CC=C1)F)C1=NC=2N(C(=N1)NC1=CC=C(C(=O)NCC(F)(F)F)C=C1)N=CC2 4-((2-(2-chloro-6-fluorophenyl)pyrazolo[1,5-a][1,3,5]triazin-4-yl)amino)-N-(2,2,2-trifluoroethyl)benzamide